6-[(1-{[3-fluoro-4-(propan-2-yl)phenyl]carbamoyl}-D-prolyl)amino]naphthalene-2-carboxylic acid FC=1C=C(C=CC1C(C)C)NC(=O)N1[C@H](CCC1)C(=O)NC=1C=C2C=CC(=CC2=CC1)C(=O)O